2,2-dimethyl-3-prop-1-enylcyclopropanecarboxylic acid 2,3,5,6-tetrafluoro-4-(methoxymethyl)benzyl ester FC1=C(COC(=O)C2C(C2C=CC)(C)C)C(=C(C(=C1F)COC)F)F